C([C@@H]1[C@H]([C@@H]([C@@H]([C@@H](O1)O[C@@H]2[C@H](O[C@H]([C@@H]([C@H]2O)O)O[C@@H]3[C@H](O[C@H]([C@H]([C@H]3O)O)OC4[C@H](O[C@H]([C@H]([C@H]4O)O)O)CO)CO)CO)O)O)O)O The molecule is a heteroglycan consisting of beta-(1->4)-linked D-glucose (G) and D-mannose (M) in a proportion of 5:8. The basic polymeric repeating unit has the pattern: GGMMGMMMMMGGM, with branching through beta-(1->3)- and beta-(1->6)-glucosyl linkages. Acetate groups are present on C-6 every 9-19 units of the main chain. It has a role as a nutraceutical.